N-(2-cyanoethyl)-5-[3-(prop-2-enoylamino)phenyl]-1-(2-trimethylsilylethoxymethyl)indazole-3-carboxamide C(#N)CCNC(=O)C1=NN(C2=CC=C(C=C12)C1=CC(=CC=C1)NC(C=C)=O)COCC[Si](C)(C)C